(4-isopropylcyclohexyl) isopropyl fumarate C(\C=C\C(=O)OC(C)C)(=O)OC1CCC(CC1)C(C)C